ClC1=CC(=[N+](C=C1C1=C(C(=CC=C1N1N=NN=C1)Cl)F)[O-])[C@H](CC1CC1)N1N=CC(=C1)C=1N(N=NC1)C |o1:21| 4-Chloro-5-(3-chloro-2-fluoro-6-(1H-tetrazol-1-yl)phenyl)-2-((S*)-2-cyclopropyl-1-(4-(3-methyl-3H-1,2,3-triazol-4-yl)-1H-pyrazol-1-yl)ethyl)pyridine 1-oxide